ethoxybis(3-chlorophenyl)phosphine C(C)OP(C1=CC(=CC=C1)Cl)C1=CC(=CC=C1)Cl